FC=1C(=C(OC2=C(N=NC(=C2)C(F)(F)F)C(=O)OC)C=CC1F)OC methyl 4-(3,4-difluoro-2-methoxyphenoxy)-6-(trifluoromethyl)pyridazine-3-carboxylate